FC1(OC2=C(O1)C=CC(=C2)C=O)F 2,2-difluoro-5-formylbenzodioxole